2-(((1R,2S)-2-aminocyclohexyl)amino)-4-(m-tolylamino)pyrimidine-5-carboxamide N[C@@H]1[C@@H](CCCC1)NC1=NC=C(C(=N1)NC=1C=C(C=CC1)C)C(=O)N